CC(=C)C1=CC=2N(C3=CC=CC=C3S(C2C=C1)(=O)=O)CC1=CC=CC=C1 2-(1-methylethenyl)-10-benzyl-10H-phenothiazine-5,5-dioxide